(4-(1H-pyrazol-1-yl)piperidin-1-yl)(6-(benzo[d]oxazol-2-ylmethoxy)-4-(piperidine-1-carbonyl)quinolin-2-yl)-methanone N1(N=CC=C1)C1CCN(CC1)C(=O)C1=NC2=CC=C(C=C2C(=C1)C(=O)N1CCCCC1)OCC=1OC2=C(N1)C=CC=C2